4,4-dimethyl-1-vinyl-cyclohexanol CC1(CCC(CC1)(O)C=C)C